tert-butyl (S)-2-(1-amino-5-(ethoxycarbonyl)-4-(4-((4-iodopyridin-2-yl)carbamoyl)phenyl)-1H-imidazol-2-yl)piperidine-1-carboxylate NN1C(=NC(=C1C(=O)OCC)C1=CC=C(C=C1)C(NC1=NC=CC(=C1)I)=O)[C@H]1N(CCCC1)C(=O)OC(C)(C)C